methyl 2-(3-bromophenyl)-2-cyanoacetate BrC=1C=C(C=CC1)C(C(=O)OC)C#N